N[C@@H](C(=O)OC)CCC(=O)OC 1,5-Dimethyl (2R)-2-aminopentanedioate